3-amino-3-(1-hydroxyethyl)pentane-2,4-diol NC(C(C)O)(C(C)O)C(C)O